C(C)(C)(C)C1=C(N(C2=CN=C(C=C21)N(C(=O)C(C)(C)C)C2=CC=CC(=C2C)N)C(=O)O)C(C2=C(C(=CC(=C2F)OC)OC)F)=O tert-butyl-5-((2-amino-6-tolyl)(tert-butylcarbonyl)amino)-2-(2,6-difluoro-3,5-dimethoxybenzoyl)-1H-pyrrolo[2,3-c]pyridine-1-carboxylic acid